(2-chlorophenyl)(2-methylpyridin-5-yl)methanol ClC1=C(C=CC=C1)C(O)C=1C=CC(=NC1)C